OC1CCC(NC1)=O 5-hydroxypiperidin-2-one